BrC1=CC=C(C=C1)C1=NN=C(N1)C 3-(4-bromophenyl)-5-methyl-4H-1,2,4-triazole